(2-methylsulfonylaminoethyl)-3-(2-thienyl)-1,2-dihydroquinoxalin-2-one CS(=O)(=O)NCCN1C(C(=NC2=CC=CC=C12)C=1SC=CC1)=O